C1(CC1)C1=CC(=NN1)NC1=NC(=NC=C1)N1C2CC(C1)(C2)CNC N-(5-cyclopropyl-1H-pyrazol-3-yl)-2-(4-((methylamino)methyl)-2-azabicyclo[2.1.1]hex-2-yl)pyrimidin-4-amine